4-((S or R)-4-((1R,5S)-3,8-diazabicyclo[3.2.1]octan-3-yl)-6-chloro-2-(2,2-dimethyl-3-(pyrrolidin-1-yl)propoxy)-8-fluoro-quinazolin-7-yl)naphthalen [C@H]12CN(C[C@H](CC1)N2)C2=NC(=NC1=C(C(=C(C=C21)Cl)C2=CC=CC1=CC=CC=C21)F)OCC(CN2CCCC2)(C)C